1-(4-fluoro-3-(trifluoromethyl)phenyl)-3-(5-(pyridin-4-yl)-1,3,4-thiadiazol-2-yl)urea FC1=C(C=C(C=C1)NC(=O)NC=1SC(=NN1)C1=CC=NC=C1)C(F)(F)F